diallyl-trimethylolpropane methacrylate C(C(=C)C)(=O)O.C(C=C)C(C(CO)(CO)CO)(C)CC=C